ClC1=CN=CC=2[C@H]3N(C[C@@H](OC21)C3)C(=O)OC(C)(C)C tert-butyl (2S,5S)-9-chloro-2,3-dihydro-2,5-methanopyrido[3,4-f][1,4]oxazepine-4(5H)-carboxylate